OCC1=CC=C(C=C1)NC([C@H](C)NC(C(F)(F)F)=O)=O (S)-N-(4-(hydroxymethyl)phenyl)-2-(2,2,2-trifluoroacetamido)propanamide